CC1OCC2(C1NCC1=C3CNC(C3=CC=C1)=O)CCNCC2 4-(((3-Methyl-2-oxa-8-azaspiro[4.5]decane-4-yl)amino)methyl)-1-oxoisoindoline